5-((benzyloxy)methyl)-4-ethyl-2-(7-fluoro-4-isopropyl-2-(3-methyl-5-(trifluoromethyl)-1H-pyrazol-4-yl)quinazolin-6-yl)-2,4-dihydro-3H-1,2,4-triazol-3-one C(C1=CC=CC=C1)OCC=1N(C(N(N1)C=1C=C2C(=NC(=NC2=CC1F)C=1C(=NNC1C(F)(F)F)C)C(C)C)=O)CC